NC1=C2N=CN(C2=NC=N1)CCOCP1(OCC(CO1)CCC(=O)OC(C)C)=O isopropyl 3-(2-((2-(6-amino-9H-purin-9-yl)ethoxy)methyl)-2-oxo-1,3,2-dioxaphosphinan-5-yl)propanoate